C(C)(C)(C)NC(=O)CN(C(OC(C)(C)C)=O)C=1C2=C(N=C(N1)C1=NC=CC(=C1)F)CCC2 tert-butyl N-[(tert-butylcarbamoyl)methyl]-N-[2-(4-fluoropyridin-2-yl)-5H,6H,7H-cyclopenta[d]pyrimidin-4-yl]carbamate